[(1R)-2-[[2-[2-[tert-butyl(dimethyl)silyl]oxyethyl]-5-ethoxy-4-iodo-pyrazol-3-yl]methyl-isopropyl-amino]-1-methyl-ethyl] methanesulfonate CS(=O)(=O)O[C@@H](CN(C(C)C)CC=1N(N=C(C1I)OCC)CCO[Si](C)(C)C(C)(C)C)C